4-[1-Ethyl-4-(trifluoromethyl)imidazol-2-yl]benzonitrile C(C)N1C(=NC(=C1)C(F)(F)F)C1=CC=C(C#N)C=C1